tert-butyl N-[(3S,4S)-8-[1-(2,3-dichlorophenyl)-2,5-dimethyl-6-oxo-1,6-dihydropyrimidin-4-yl]-3-methyl-2-oxa-8-azaspiro[4.5]decan-4-yl]carbamate ClC1=C(C=CC=C1Cl)N1C(=NC(=C(C1=O)C)N1CCC2([C@@H]([C@@H](OC2)C)NC(OC(C)(C)C)=O)CC1)C